ClC1=C(C=C2C(C(NC2=C1)=O)=C(O)C=1C(=NOC1)C)C1=CC=C(C=C1)N1CCOCC1 6-Chloro-3-[1-hydroxyl-(3-methyl-isoxazol-4-yl)-methylidene]-5-(4-morpholin-4-yl-phenyl)-1,3-dihydro-indol-2-one